IC=1C(=NN(C1)C1=CC=CC=C1)C(F)(F)F 4-iodo-1-phenyl-3-(trifluoromethyl)-1H-pyrazole